COC(CCCC(=O)O)=O 5-methoxy-5-oxopentanoic acid